ClC=1C(=C(C(=CC1)C#N)[C@@H]1[C@H](C1)C(=O)O)F |r| rac-(1S*,2S*)-2-(3-chloro-6-cyano-2-fluorophenyl)cyclopropane-1-carboxylic acid